Methyl-3-(hydroxymethyl)cyclobutanecarboxylic acid ethyl ester C(C)OC(=O)C1(CC(C1)CO)C